C(C)(C)(C)C=1OC(=CC(C1)=C(C#N)C#N)\C=C\C=1C=C2C(CCN3C2=C(C1)CC3C)(C)C (E)-2-(2-(tert-butyl)-6-(2-(2,6,6-trimethyl-1,2,5,6-tetrahydro-4H-pyrrolo[3,2,1-ij]quinolin-8-yl)vinyl)-4H-pyran-4-ylidene)malononitrile